NC1=CC2=C(C=3N(CCO2)C2=C(C3Br)C(=NC=C2C#N)N)C=C1 3,12-diamino-13-bromo-6,7-dihydrobenzo[f]pyrido[3',4':4,5]pyrrolo[1,2-d][1,4]oxazepine-9-carbonitrile